C(C(C)C)C(COC)(COC)CC(C)C 2,2-di-iso-butyl-1,3-dimethoxypropane